1-chloromethyl-1H-benzimidazole ClCN1C=NC2=C1C=CC=C2